(2s,4s)-1-(2-(4-((6-chloroquinolin-4-yl)oxy)piperidin-1-yl)acetyl)-4-fluoropyrrolidine-2-carbonitrile ClC=1C=C2C(=CC=NC2=CC1)OC1CCN(CC1)CC(=O)N1[C@@H](C[C@@H](C1)F)C#N